(2S,3S)-3-amino-2-(3-bromobenzyl)pyrrolidine-1-carboxylic acid tert-butyl ester C(C)(C)(C)OC(=O)N1[C@H]([C@H](CC1)N)CC1=CC(=CC=C1)Br